isopropyl orthosilicate [Si](OC(C)C)([O-])([O-])[O-]